C(C)(C)(C)NC(NC1=C(C2=C(N(C([C@H](O2)C)=O)CC2=CC(=CC=C2)C(F)F)C=C1C(F)(F)F)F)=O 3-tert-butyl-1-[(2R)-4-{[3-(difluoromethyl)phenyl]methyl}-8-fluoro-2-methyl-3-oxo-6-(trifluoromethyl)-2H-1,4-benzoxazin-7-yl]urea